3-(6-Chloropyridin-3-yl)-6,7-dihydro-5H-[1,2,4]triazolo[3,4-b][1,3]oxazine ClC1=CC=C(C=N1)C1=NN=C2OCCCN21